CN1N=CC(=C1)/C=C/C(C)=O (E)-4-(1-methyl-1H-pyrazol-4-yl)but-3-en-2-one